benzyl 4-[[3-fluoro-1-[6-[5-(1-methylcyclopropoxy)-2-(2-trimethylsilylethoxymethyl)indazol-3-yl]pyrimidin-4-yl]azetidin-3-yl]methyl]piperazine-1-carboxylate FC1(CN(C1)C1=NC=NC(=C1)C=1N(N=C2C=CC(=CC12)OC1(CC1)C)COCC[Si](C)(C)C)CN1CCN(CC1)C(=O)OCC1=CC=CC=C1